p-bromobenzoyl-hydrazine BrC1=CC=C(C(=O)NN)C=C1